2-ethyl-5-methyl-2H-1,2,3-triazole-4-carboxylic acid C(C)N1N=C(C(=N1)C(=O)O)C